tert-butyl 2-(3'-(3-(2-oxa-7-azaspiro[3.5]non-7-yl) propoxy)-2,2'-dimethyl-[1,1'-biphenyl]-3-yl)-6,7-dihydrothiazolo[4,5-c]pyridine-5(4H)-carboxylate C1OCC12CCN(CC2)CCCOC=2C(=C(C=CC2)C2=C(C(=CC=C2)C=2SC1=C(CN(CC1)C(=O)OC(C)(C)C)N2)C)C